tert-butyl exo-6-((difluoromethoxy)methyl)-3-azabicyclo[3.1.0]hexane-3-carboxylate FC(OCC1C2CN(CC12)C(=O)OC(C)(C)C)F